sodium diphenol C1(=CC=CC=C1)O.C1(=CC=CC=C1)O.[Na]